ClC1=C(C=C2C=C(N(C2=C1F)C)B1OC(C(O1)(C)C)(C)C)OC 6-chloro-7-fluoro-5-methoxy-1-methyl-2-(4,4,5,5-tetramethyl-1,3,2-dioxaborolan-2-yl)-1H-indole